NC1=C(C=2C(=NC=C(N2)C2CC2)N1C1=C(C(=CC=C1C)O)C)C(=O)C=1NC2=CC=CC=C2C1 (6-amino-2-cyclopropyl-5-(3-hydroxy-2,6-dimethylphenyl)-5H-pyrrolo[2,3-b]pyrazin-7-yl)(1H-indol-2-yl)methanone